(3aR,6aS)-5-(1-ethyl-6-((Trimethylsilyl)ethynyl)-1H-pyrazolo[3,4-d]pyrimidin-4-yl)hexahydro-1H-furo[3,4-c]pyrrole C(C)N1N=CC=2C1=NC(=NC2N2C[C@@H]1[C@H](C2)COC1)C#C[Si](C)(C)C